3-[5-bromo-3-(1-methylpropyl)-2,4(1H,3H)-pyrimidinedione-6-yl]propionic acid BrC=1C(N(C(NC1CCC(=O)O)=O)C(CC)C)=O